2-butyl-5-propyl-1-nonene C(CCC)C(=C)CCC(CCCC)CCC